ClC1=CC=C(C=C1)C(CC(=O)C1=CC=CC=C1)CC(=O)C1=CC=CC=C1 3-(4-chlorophenyl)-1,5-diphenyl-pentane-1,5-dione